C(C1=CC=CC=C1)OC1=C(C(=CC(=C1C)CO)CO)C(=O)C1=C(C(=C(C=C1CO)CO)C)OCC1=CC=CC=C1 2-(benzyloxy)-4,6-dihydroxylMethyl-3-methylphenyl ketone